boron copper salt [Cu].[B]